3-isothiocyanato-1-(1-methyl-1H-pyrazol-4-yl)-5-(trifluoromethyl)pyridin-2(1H)-one N(=C=S)C=1C(N(C=C(C1)C(F)(F)F)C=1C=NN(C1)C)=O